C(=O)(OC(C)(C)C)N([C@H](CS)C(=O)O)CC1=CC=CC=C1 Boc-(S)-(benzyl)-D-cysteine